propylene glycol ((3-ethyl-3-oxetanyl) methyl) vinyl ether C(=C)OC(COCC1(COC1)CC)C